1'-(tert-butyl) 6-methyl 2',3'-dihydro-1'H,2H-spiro[furo[2,3-b]pyridine-3,4'-pyridine]-1',6-dicarboxylate N1(CCC2(C=C1)COC1=NC(=CC=C12)C(=O)OC)C(=O)OC(C)(C)C